O=C1NC(CCC1N1C(C2=CC=CC(=C2C1)NCC(=O)O)=O)=O (2-(2,6-Dioxopiperidin-3-yl)-1-oxoisoindolin-4-yl)glycine